C(C)(C)NCC(=O)N 2-(isopropylamino)acetamide